γ-(N-phenyl)aminopropyltrimethoxysilane C1(=CC=CC=C1)NCCC[Si](OC)(OC)OC